FC(C1=NN(C=C1C(=O)OC1=C(C(=NN1C)C)C(C1=C(C=C(C=C1)S(=O)(=O)C)Cl)=O)C)F 4-(2-chloro-4-(methylsulfonyl) benzoyl)-1,3-dimethyl-1H-pyrazol-5-yl 3-(difluoromethyl)-1-methyl-1H-pyrazole-4-carboxylate